C(=O)(OC(C)(C)C)N[C@@H](CC1=CC(=C(C=C1)Cl)Cl)C(=O)O Boc-3,4-dichloro-L-phenylalanine